P(=O)(OC1=CC=CC=C1)(OCC(C)(C)C)OCC(C)(C)C phenyl bisneopentyl phosphate